(4-aminobenzyl)-(4-nitrophenyl) carbonate C(OC1=C(C=C(C=C1)[N+](=O)[O-])CC1=CC=C(C=C1)N)([O-])=O